IC1=NN(C2=CC=C(C=C12)OCCCNC(OC(C)(C)C)=O)C1OCCCC1 tert-butyl N-[3-(3-iodo-1-tetrahydropyran-2-yl-indazol-5-yl) oxypropyl]carbamate